C(C)C1=CC=C(C=C1)C=1NC(=NN1)SC(C(=O)C=1C=C(C=CC1)NS(=O)(=O)C)C N-[3-(2-{[5-(4-ethylphenyl)-4H-1,2,4-triazol-3-yl]sulfanyl}propanoyl)phenyl]methansulfonamid